C(C)(=O)SC1CCN(CCC1)C(=O)OC(C)(C)C tert-Butyl 4-(acetylthio)azepane-1-carboxylate